3,8-bis(benzyloxy)-2,9-dicyclohexylspiro[benzo[c]chromen-6,1'-cyclobutane] C(C1=CC=CC=C1)OC1=C(C=C2C3=C(C=C(C(=C3)C3CCCCC3)OCC3=CC=CC=C3)C3(CCC3)OC2=C1)C1CCCCC1